2-oxa-3-azabenzene C1ON=CC=C1